OC1(CCN(CC1)C(=O)[C@H]1[C@@H](CN(CC1)CC1=CN=C(S1)C=1C=NC(=CC1)C)C1=CC=CC=C1)CN1C=NC=2N(C=NC2C1=O)C1=CC=CC=C1 1-[[4-hydroxy-1-[(3R,4R)-1-[[2-(6-methyl-3-pyridinyl)thiazol-5-yl]methyl]-3-phenyl-piperidine-4-carbonyl]-4-piperidinyl]methyl]-9-phenyl-purin-6-one